P(=O)(OCCC1=CNC2=CC=C(C=C12)C1(CC1)C(NC(C1=CC=CC=C1)C1=C(C=C(C=C1)OC)N1CCCC1)=O)([O-])[O-].[Na+].[Na+] disodium 2-{5-[1-({[4-methoxy-2-(pyrrolidin-1-yl)phenyl](phenyl)methyl}carbamoyl)cyclopropyl]-1H-indol-3-yl}ethyl phosphate